NAPHTHALIMIDE C1=CC2=C3C(=C1)C(=O)NC(=O)C3=CC=C2